3-butyl-4,7-bis(4-formylphenyl)-1-methyl-1H-benzo[d]imidazol-3-ium hydrochloride Cl.C(CCC)[N+]1=CN(C2=C1C(=CC=C2C2=CC=C(C=C2)C=O)C2=CC=C(C=C2)C=O)C